2-(trifluoromethyl)but-3-en-1-ol FC(C(CO)C=C)(F)F